5-[3-(2,4-dimethoxy-6-methylphenyl)-1,2,4-oxadiazol-5-yl]-1-(propan-2-yl)-1H-1,2,3-benzotriazole COC1=C(C(=CC(=C1)OC)C)C1=NOC(=N1)C1=CC2=C(N(N=N2)C(C)C)C=C1